5-(1-(4-(1H-1,2,4-triazol-1-yl)benzyl)piperidin-4-yl)-2-(3,4-dimethoxyphenyl)-3-methyl-1H-indole N1(N=CN=C1)C1=CC=C(CN2CCC(CC2)C=2C=C3C(=C(NC3=CC2)C2=CC(=C(C=C2)OC)OC)C)C=C1